5-((3-(5-(pyrazin-2-yl)-4,5-dihydro-1H-pyrazole-1-carbonyl)bicyclo[1.1.1]pentan-1-yl)methoxy)pyrazine-2-carbonitrile N1=C(C=NC=C1)C1CC=NN1C(=O)C12CC(C1)(C2)COC=2N=CC(=NC2)C#N